ditosyl-dimethyl-ammonium chloride [Cl-].S(=O)(=O)(C1=CC=C(C)C=C1)[N+](C)(C)S(=O)(=O)C1=CC=C(C)C=C1